C(CCCCCCCC=CC=CC=CCCCC)(=O)O.CCCCCCCCCCCCCCCCCCCCC heneicosane eleostearate